FC=1C=C(C=C(C1)OC)NC(=N)C1(CCNCC1)C N-(3-fluoro-5-methoxyphenyl)-4-methylpiperidine-4-carboxamidine